3-Bromo-N-((S)-1-(6-((3R,5S)-3,5-dimethylpiperazin-1-yl)pyridin-2-yl)ethyl)-1-tosyl-1H-pyrrolo[2,3-b]pyridin-4-amine BrC1=CN(C=2N=CC=C(C21)N[C@@H](C)C2=NC(=CC=C2)N2C[C@H](N[C@H](C2)C)C)S(=O)(=O)C2=CC=C(C)C=C2